O1[C@H](COCC1)CN1N=C2C3=C(CC(C2=C1)(C)C)OC(=C3C(F)(F)F)C(=O)NC[C@H]3OCCC3 2-{[(2S)-1,4-Dioxacyclohexan-2-yl]methyl}-4,4-dimethyl-N-{[(2S)-oxolan-2-yl]methyl}-8-(trifluoromethyl)-4,5-dihydro-2H-furo[2,3-g]indazole-7-carboxamide